methyl 5-(difluoromethyl)pyridine-2-carboxylate FC(C=1C=CC(=NC1)C(=O)OC)F